C(C)(C)(C)OC(=O)N1CCC(CC1)(CN1C=NC2=CC(=CC=C2C1=O)NC(CCN1CCN(CC1)C)=O)O 4-Hydroxy-4-((7-(3-(4-methylpiperazin-1-yl)propionamido)-4-oxoquinazolin-3(4H)-yl)methyl)piperidine-1-carboxylic acid tert-butyl ester